ClC1=CC(=C(C=C1)C1=NC(=NC2=NC(=C(N=C12)C)C)[C@H]1C[C@H](OCC1)C=1C=NN(C1)C)F 4-(4-chloro-2-fluorophenyl)-6,7-dimethyl-2-((2S,4R)-2-(1-methyl-1H-pyrazol-4-yl)tetrahydro-2H-pyran-4-yl)pteridine